5-methylthio-2-hydroxymethyl-1,3,4-oxadiazole CSC1=NN=C(O1)CO